ClC=1C(=C(C(=C(C1)C(C)O)OCC)C1CN(C1)C(=O)OC(C)(C)C)F tert-butyl 3-[3-chloro-6-ethoxy-2-fluoro-5-(1-hydroxyethyl)phenyl]azetidine-1-carboxylate